N=C(CCNC(=O)C=1N(C=C(C1)NC(=O)C=1N(C=C(C1)[N+](=O)[O-])C)C)NCCN1CCN(CC1)C N-(3-imino-3-((2-(4-methylpiperazin-1-yl)ethyl)amino)propyl)-1-methyl-4-(1-methyl-4-nitro-1H-pyrrole-2-carboxamido)-1H-pyrrole-2-carboxamide